ClC1=NC=C(C=C1)C=1CC(OCC1)COC 2-chloro-5-(2-(methoxymethyl)-3,6-dihydro-2H-pyran-4-yl)pyridine